cis-N1-(5-(1-isopropyl-2-methyl-1H-imidazo[4,5-b]pyridin-6-yl)pyrrolo[2,1-f][1,2,4]triazin-2-yl)-N3,N3-dimethylcyclobutane-1,3-diamine C(C)(C)N1C(=NC2=NC=C(C=C21)C=2C=CN1N=C(N=CC12)N[C@@H]1C[C@@H](C1)N(C)C)C